CC1=C(C)C=CC(C1)(S(=O)(=O)[N-]S(=O)(=O)CC1=CC=CC=C1)S(=O)(=O)C1=CC=C(C)C=C1 2-methyl-4-p-toluenesulfonyl-N-toluenesulfonyl-p-toluenesulfonyl-amide